[2,6-difluoro-4-(2-phenylethynyl)phenyl]-3'-(3-hydroxyoxetan-3-yl)spiro[cyclopropane-1,5'-imidazo[1,2-a]imidazol]-6'-one FC1=C(C(=CC(=C1)C#CC1=CC=CC=C1)F)C1=NC=2N(C1C1(COC1)O)C1(C(N2)=O)CC1